6-fluoro-N-isopropyl-N-(1,2-oxazol-5-ylmethyl)-1H-indole-2-carboxamide FC1=CC=C2C=C(NC2=C1)C(=O)N(CC1=CC=NO1)C(C)C